ClC=1C=CC(=C(C1)C1=CC(N(C=C1OC)C(C(=O)NC1=CC(=C(C(=O)N)C=C1)F)CCOC)=O)N1C=NC(=C1)C(F)(F)F 4-({2-[4-{5-chloro-2-[4-(trifluoromethyl)-1H-imidazol-1-yl]phenyl}-5-methoxy-2-oxopyridin-1(2H)-yl]-4-methoxybutyryl}amino)-2-fluorobenzamide